3-(2-(methylthio)phenyl)acrylic acid ethyl ester C(C)OC(C=CC1=C(C=CC=C1)SC)=O